1,2-bis-(aminopropoxy)-ethane NCCCOCCOCCCN